N-[4-(fluoromethyl)pyrrolidin-3-yl]carbamic acid tert-butyl ester C(C)(C)(C)OC(NC1CNCC1CF)=O